ClC1=NC=C(C(=N1)OC1=NC=2C=CC3=C(C2N=C1)C1=C(S3)C(N[C@@H](CN1)C)=O)CN1C(CC(C1)C)=O (10R)-3-((2-chloro-5-((4-methyl-2-oxopyrrolidin-1-yl)methyl)pyrimidin-4-yl)oxy)-10-methyl-9,10,11,12-tetrahydro-8H-[1,4]diazepino[5',6':4,5]thieno[3,2-f]quinoxalin-8-one